C1(=CC=CC=C1)[Si]([Si](C1=CC=C(C=C1)C)(C1=CC=CC=C1)C1=CC=CC=C1)(C1=CC=C(C=C1)C)C1=CC=CC=C1 1,1,2,2-tetraphenyl-1,2-di-p-tolyldisilane